6-hydroxy-4-propylquinoline-2-carboxylic acid ethyl ester C(C)OC(=O)C1=NC2=CC=C(C=C2C(=C1)CCC)O